Methyl 4-(ethylamino)-3-methoxy-5-[(11-methyl-10-oxo-1,9-diazatricyclo[6.3.1.04,12]dodeca-2,4,6,8(12)-tetraene-2-carbonyl)amino]benzoate C(C)NC1=C(C=C(C(=O)OC)C=C1NC(=O)C=1N2C(C(NC=3C=CC=C(C1)C23)=O)C)OC